N-(4-((4-Hydroxybenzyl)amino)phenyl)pent-4-ynamid OC1=CC=C(CNC2=CC=C(C=C2)NC(CCC#C)=O)C=C1